FC([C@H](CNCC=1C=C(C2=C(N=C(O2)C=2C=C(C=CC2)C2=C(C=C(C=C2)F)C2=NN=CN2C)C1)C(F)(F)F)O)(F)F (S)-1,1,1-Trifluoro-3-(((2-(4'-fluoro-2'-(4-methyl-4H-1,2,4-triazol-3-yl)-[1,1'-biphenyl]-3-yl)-7-(trifluoromethyl)benzo[d]oxazol-5-yl)methyl)amino)propan-2-ol